ClC1=CC=C(C(=N1)C(=O)O)N[C@H](C)C1=C2N=C(C(=NC2=CC(=C1)C)C#N)N1[C@H](C[C@@H](C1)F)C 6-chloro-3-(((R)-1-(2-cyano-3-((2S,4S)-4-fluoro-2-methylpyrrolidin-1-yl)-7-methylquinoxalin-5-yl)ethyl)amino)picolinic acid